FC(C(=O)OCCN(C(C(F)(F)F)=O)C)(F)F 2-(2,2,2-trifluoro-N-methylacetamido)ethyl 2,2,2-trifluoroacetate